FC1=NC(=CC(=C1)B(O)O)C(NC)=O (2-fluoro-6-(methylcarbamoyl)pyridin-4-yl)boronic acid